N[C@H](CC1=C(C2=NC(=CC(=C2O1)NCC=1SC=CC1)Cl)C)CCF 2-[(2R)-2-amino-4-fluorobutyl]-5-chloro-3-methyl-N-(thiophen-2-ylmethyl)furo[3,2-b]pyridin-7-amine